C(CCC\C=C/CC)OC(CCCC(=O)OCCCCCCCN(CCCCCCCC(=O)OCCCCCCCCC)CCCO)OCCCC\C=C/CC nonyl 8-((7-((5,5-bis(((Z)-oct-5-en-1-yl)oxy)pentanoyl)oxy)heptyl)(3-hydroxypropyl)amino)octanoate